(trans)-4-(4-(3-methoxy-4-nitrophenyl)piperazin-1-yl)adamantan-1-ol naphthalene-2-sulfonate C1=C(C=CC2=CC=CC=C12)S(=O)(=O)OC12CC3C(C(CC(C1)C3)C2)N2CCN(CC2)C2=CC(=C(C=C2)[N+](=O)[O-])OC